NC1=NC=CC=C1C1=NC=2C(=NC(=CC2)C2=CC(=CC=C2)N2CCOCC2)N1C1=CC=C(CNC(C2=CC(=C(C=C2)O)C=O)=O)C=C1 N-(4-(2-(2-aminopyridin-3-yl)-5-(3-morpholinophenyl)-3H-imidazo[4,5-b]pyridin-3-yl)benzyl)-3-formyl-4-hydroxybenzamide